ClC=1C=CC2=C(CC3(CC=4N2C(=NN4)N4CCN(CC4)C4=NC=CC=C4)OCCO3)C1 8'-Chloro-1'-[4-(pyridin-2-yl)piperazin-1-yl]-4'H,6'H-spiro[1,3-dioxolan-2,5'-[1,2,4]triazolo[4,3-a][1]benzazepin]